2-(2-fluoroethyl)-1H-pyrrole FCCC=1NC=CC1